1-{[2-(trimethylsilyl)ethoxy]methyl}indazole-6-sulfonamide C[Si](CCOCN1N=CC2=CC=C(C=C12)S(=O)(=O)N)(C)C